ClC=1C=C(CNC(=O)C=2OC=C(N2)C2=NC(=NC=C2C)NC2=CC=NN2C)C=CC1F N-(3-chloro-4-fluorobenzyl)-4-(5-methyl-2-((1-methyl-1H-pyrazol-5-yl)amino)pyrimidin-4-yl)oxazole-2-carboxamide